1-{1-[(2-Chlorophenyl)methyl]piperidin-4-yl}-4-(6-methyl-pyridin-2-yl)-1,4-diazepane ClC1=C(C=CC=C1)CN1CCC(CC1)N1CCN(CCC1)C1=NC(=CC=C1)C